C(C)(C)N(C(=O)C1=C(N=C(S1)C1=C(C(=C(C(=C1)F)F)O)F)C)CC1=CC=C(C=C1)C N-isopropyl-4-methyl-N-(4-methylbenzyl)-2-(2,4,5-trifluoro-3-hydroxyphenyl)thiazole-5-carboxamide